[3-(dimethylamino)but-1-ynyl]-2-fluoro-phenol CN(C(C#CC=1C(=C(C=CC1)O)F)C)C